N1N=NC=2N=C(N=CC21)C=2C=CC(=C(C(=O)NC1=CC=C(C=C1)OCC1CC1)C2)F 5-(1H-[1,2,3]Triazolo[4,5-d]pyrimidin-5-yl)-N-(4-(cyclopropylmethoxy)phenyl)-2-fluorobenzamide